NCC1=NNC(C2=CC=C(C=C12)C=1C=NN(C1C1=CC=C(C=C1)CC)C)=O 4-(aminomethyl)-6-(5-(4-ethylphenyl)-1-methyl-1H-pyrazol-4-yl)phthalazin-1(2H)-one